2-(2-fluorophenyl)-1-phenyl-ethanone FC1=C(C=CC=C1)CC(=O)C1=CC=CC=C1